FC=1C(=NC(=C(C1)OCCF)F)NS(=O)(=O)C1=CNC=2CC(CCC12)C(F)(F)F (-)-N-[3,6-difluoro-5-(2-fluoroethoxy)pyridin-2-yl]-6-(trifluoromethyl)-4,5,6,7-tetrahydro-1H-indole-3-sulfonamide